NC1=CC=C(C=C1)C1=CC=C(C=C1)C1C(C1C(C)C1=CC=C(C=C1)C1=CC=C(C=C1)N)(Cl)Cl 4'-(1-(3-(4'-amino-[1,1'-biphenyl]-4-yl)-2,2-dichloro-cyclopropyl)ethyl)-[1,1'-biphenyl]-4-amine